C(C)(C)(C)N1CC(CCC1)C1=CC(=NC2=CC=C(C=C12)C(=O)N1CCOCC1)C tert-butyl-3-(2-methyl-6-(morpholine-4-carbonyl)quinolin-4-yl)piperidine